NC1=NC(=CC(=N1)N1CCC2(C[C@H](NC2)C(=O)O)CC1)O[C@@H](C(F)(F)F)C1=C(C=C(C=C1)Cl)C1=CC=C(C=C1)F (S)-8-(2-amino-6-((R)-1-(5-chloro-4'-fluoro-[1,1'-biphenyl]-2-yl)-2,2,2-trifluoroethoxy)pyrimidin-4-yl)-2,8-diazaspiro[4.5]decane-3-carboxylic acid